C(CCC)C(C(=O)O)C.C(CCC)(=O)OCCC n-propyl butyrate (n-butyl propionate)